C(C1=CC=CC=C1)(=O)[C@]([C@](C(=O)O)(O)C(C1=CC=CC=C1)=O)(O)C(=O)O.N1=CC=CC(=C1)C1N(C)CCC1 Nicotine (-)-dibenzoyl-L-tartrate